(S)-7-amino-4-(1-(m-tolyl)ethyl)-2H-benzo[b][1,4]oxazin-3(4H)-one NC=1C=CC2=C(OCC(N2[C@@H](C)C=2C=C(C=CC2)C)=O)C1